1-{6-[(3S,4S)-4-amino-3-methyl-2-oxa-8-azaspiro[4.5]decan-8-yl]-1H-pyrazolo[3,4-b]pyrazin-3-yl}-N-methyl-1,2,3,4-tetrahydroquinoxaline-6-carboxamide hydrochloride Cl.N[C@@H]1[C@@H](OCC12CCN(CC2)C2=CN=C1C(=N2)NN=C1N1CCNC2=CC(=CC=C12)C(=O)NC)C